(S)-N-(1-[2-chloro-6-fluorophenyl]ethyl)-5-cyano-1-methyl-1H-pyrrole-2-carboxamide ClC1=C(C(=CC=C1)F)[C@H](C)NC(=O)C=1N(C(=CC1)C#N)C